C(N)(=O)C=1C=C(C=CC1F)NC(=O)[C@@H]1O[C@]([C@H]([C@@H]1C1=C(C(=C(C=C1)F)F)OC)C)(C(F)(F)F)C (2R,3R,4S,5R)-N-(3-carbamoyl-4-fluoro-phenyl)-3-(3,4-difluoro-2-methoxy-phenyl)-4,5-dimethyl-5-(trifluoromethyl)tetrahydrofuran-2-carboxamide